C(#N)C=1NC2=CC=C(C(=C2C1)C)CN1CCC(CC1)C1=CN(C2=C1N=CN=C2)C2=C(C(=O)N(C)C)C=C(C=C2)F (7-(1-((2-cyano-4-methyl-1H-indol-5-yl)methyl)piperidin-4-yl)-5H-pyrrolo[3,2-d]pyrimidin-5-yl)-5-fluoro-N,N-dimethylbenzamide